(R)-3-(1H-indol-3-yl)-2-(4-methylphenyl-sulphonyl)-N-(4-morpholinophenyl)propanamide N1C=C(C2=CC=CC=C12)C[C@H](C(=O)NC1=CC=C(C=C1)N1CCOCC1)S(=O)(=O)C1=CC=C(C=C1)C